FC(S(=O)(=O)OC1=CC(=CC2=C1C=CCCC2)C(=O)[O-])(F)F (((trifluoromethyl)sulfonyl)oxy)-6,7-dihydro-5H-benzo[7]annulene-3-carboxylate